COCCN1C(=NC2=C1C=CC(=C2N2C[C@H](CC2)NC(OC(C)(C)C)=O)[N+](=O)[O-])C tert-butyl (S)-(1-(1-(2-methoxyethyl)-2-methyl-5-nitro-1H-benzo[d]imidazol-4-yl)pyrrolidin-3-yl)carbamate